NC1=CC(=CC2=CC(=CC(=C12)O)S(=O)(=O)O)S(=O)(=O)O 1-amino-3,6-disulfo-8-naphthol